7-(2,3-difluoro-6-methoxy-phenyl)-N-[(1R,3S)-3-hydroxycyclopentyl]benzofuran-2-carboxamide FC1=C(C(=CC=C1F)OC)C1=CC=CC=2C=C(OC21)C(=O)N[C@H]2C[C@H](CC2)O